5-((3-(3-((3-Cyanobenzyl)amino)propanamido)propyl)amino)benzo[c][2,6]naphthyridine-8-carboxamide C(#N)C=1C=C(CNCCC(=O)NCCCNC2=NC3=C(C4=CN=CC=C24)C=CC(=C3)C(=O)N)C=CC1